ClC1=NC(=NC(=C1)N1N=CC=C1)OC 4-chloro-2-methoxy-6-(1H-pyrazol-1-yl)pyrimidine